C1(CCCCC1)N(C1=C(C=C(C=C1)C1(CCC1)C#N)[N+](=O)[O-])CC(C)C 1-[4-[cyclohexyl-(2-methylpropyl)amino]-3-nitrophenyl]cyclobutane-1-carbonitrile